decyl-(4-methoxyphenyl)silane C(CCCCCCCCC)[SiH2]C1=CC=C(C=C1)OC